(2-(1-(oxetan-3-yl)piperidin-4-yl)ethyl)carbamic acid benzyl ester C(C1=CC=CC=C1)OC(NCCC1CCN(CC1)C1COC1)=O